tert-butyl 2-(3-(4-cyano-3-(trifluoromethyl)phenyl)-5,5-dimethyl-4-oxo-2-thioxoimidazolidin-1-yl)ethylcarbamate C(#N)C1=C(C=C(C=C1)N1C(N(C(C1=O)(C)C)CCNC(OC(C)(C)C)=O)=S)C(F)(F)F